(S)-2-(5-Fluoropyridin-2-yl)-6-methyl-3-(1H-pyrazolo[3,4-b]pyridin-4-yl)-6-(trifluoromethyl)-6,7-dihydro-4H-pyrazolo[5,1-c][1,4]oxazine FC=1C=CC(=NC1)C1=NN2C(CO[C@@](C2)(C(F)(F)F)C)=C1C1=C2C(=NC=C1)NN=C2